tert-Butyl methyl(2-(((2-((5-methyl-2'-oxo-1,1',2',3-tetrahydrospiro[indene-2,3'-pyrrolo[2,3-b]pyridin]-6-yl)amino)-2-oxoethyl)amino)methyl)benzyl)carbamate CN(C(OC(C)(C)C)=O)CC1=C(C=CC=C1)CNCC(=O)NC1=C(C=C2CC3(C(NC4=NC=CC=C43)=O)CC2=C1)C